2-acetamido-N-(1-methyl-5-(trifluoromethyl)-1H-pyrazol-3-yl)benzamide C(C)(=O)NC1=C(C(=O)NC2=NN(C(=C2)C(F)(F)F)C)C=CC=C1